(R)-(+)-4-isopropyl-5,5-diphenyl-2-oxazolidinone CC(C)[C@@H]1C(OC(=O)N1)(C2=CC=CC=C2)C3=CC=CC=C3